[Si](C)(C)(C(C)(C)C)OC(C(CC#CC1=NC=C(C(=C1)NC(OC(C)(C)C)=O)OC)F)(C)C tert-butyl N-[2-[5-[tert-butyl(dimethyl) silyl]oxy-4-fluoro-5-methyl-hex-1-ynyl]-5-methoxy-4-pyridyl]carbamate